C(CCCCCCCCCCCCCCCCCCCCCCCCCCCCCC)(=O)OCCCCCCCCCCCCCCCC hexadecan-1-yl hentriacontanoate